N(=[N+]=[N-])CCOCCOCCOCCC(C(=O)O)Br 4-[2-[2-(2-azidoethoxy)ethoxy]ethoxy]-2-bromo-butanoic acid